2,2'-bis(diphenylphosphino)-1,1'-biphenyl C1(=CC=CC=C1)P(C1=C(C=CC=C1)C1=C(C=CC=C1)P(C1=CC=CC=C1)C1=CC=CC=C1)C1=CC=CC=C1